N-ethyl-2-(5-fluoro-4-methoxy-1H-indol-3-yl)-N-methylethan-1-amine C(C)N(CCC1=CNC2=CC=C(C(=C12)OC)F)C